5-{[6-(3-cyanobenzamido)spiro[3.3]hept-2-yl]oxy}thieno[3,2-b]pyridine-6-carboxamide C(#N)C=1C=C(C(=O)NC2CC3(CC(C3)OC3=C(C=C4C(=N3)C=CS4)C(=O)N)C2)C=CC1